OC1CCN(CC1)C1=C(C=C2C(=N1)N=C(S2)N2CCOCC2)NC(=O)C=2OC(=CC2)C2=CC(=NC=C2)C N-(5-(4-hydroxypiperidin-1-yl)-2-morpholinothiazolo[4,5-b]pyridin-6-yl)-5-(2-methylpyridin-4-yl)furan-2-carboxamide